BrCC(COCCOC1=CC=C(C=C1)CC(C(=O)CC)C)O 1-(4-(2-(3-bromo-2-hydroxypropoxy)ethoxy)phenyl)-2-methylpropionone